1,2,3,4-tetrabromobutane BrCC(C(CBr)Br)Br